FC1=CC=C(CC=2C=NN(C2)C(=O)N[C@H]2CCC3=C(N(C2=O)C)C=C(C=C3)C#CC3(COC3)O)C=C1 (S)-4-(4-Fluorobenzyl)-N-(8-((3-hydroxyoxetan-3-yl)ethynyl)-1-methyl-2-oxo-2,3,4,5-tetrahydro-1H-benzo[b]azepin-3-yl)-1H-pyrazol-1-carboxamid